C(#N)C1CC(C1)N1C(N(C=2C=NC(=CC21)NC=2C=C(C=C(C2)C=2C=NN(C2)C)NC(OC)=O)C)=O Methyl (3-((1-((1r,3r)-3-cyanocyclobutyl)-3-methyl-2-oxo-2,3-dihydro-1H-imidazo[4,5-c]pyridin-6-yl)amino)-5-(1-methyl-1H-pyrazol-4-yl)phenyl)carbamate